FC=1C=NN(C1)C1=CC=C(C=N1)[C@@H](C)N[S@@](=O)C(C)(C)C (S)-N-((R)-1-(6-(4-fluoro-1H-pyrazol-1-yl)pyridin-3-yl)ethyl)-2-methylpropan-2-sulfinamide